3-(Difluoromethyl)-6-fluoro-1H-indazole FC(C1=NNC2=CC(=CC=C12)F)F